ClC1=CC=C2CCNCC2=C1 7-chloro-1,2,3,4-tetrahydroisoquinoline